FC=1C=C(C=C(C1COCC)F)CC(=O)O 3,5-difluoro-4-ethoxymethylphenylacetic acid